COC(=O)C1=CC2=CC(=C(C(=C2C=C1)F)N1S(NC(C1)=O)(=O)=O)OCC1=CC=CC=C1.BrC1=C(C=CC=C1)C1N(C1)S(=O)(=O)C1=CC=CC=C1 2-(2-bromophenyl)-1-(phenylsulfonyl)aziridine methyl-7-benzyloxy-5-fluoro-6-(1,1,4-trioxo-1,2,5-thiadiazolidin-2-yl)naphthalene-2-carboxylate